6-oxa-9-azaspiro[3.6]decan-10-one C1CCC12COCCNC2=O